ClC1=C(C=C(OC=2C=C(C=CC2)N(C[C@H](C(F)(F)F)O)CC2=CC(=CC=C2)OC(C(F)F)(F)F)C=C1)CC (2R)-3-{[3-(4-Chloro-3-ethylphenoxy)-phenyl]-[[3-(1,1,2,2-tetrafluoro-ethoxy)-phenyl]-methyl]-amino}-1,1,1-trifluoro-2-propanol